C1(CC1)N1CCN(CC1)CCC(=O)N1CCN(C2=CC(=CC=C12)F)C1=CC=C(C=C1)F 3-(4-cyclopropylpiperazin-1-yl)-1-(6-fluoro-4-(4-fluorophenyl)-3,4-dihydroquinoxaline-1(2H)-yl)propan-1-one